C1NCC12CC(C2)CC=2SC=C(N2)C(F)(F)F 2-(2-azaspiro[3.3]heptan-6-ylmethyl)-4-(trifluoromethyl)thiazole